N-[cyclopropyl-(2,6-difluorophenyl)methyl]-5-[5-(trifluoromethyl)-1,2,4-oxadiazol-3-yl]pyrimidin-2-amine C1(CC1)C(NC1=NC=C(C=N1)C1=NOC(=N1)C(F)(F)F)C1=C(C=CC=C1F)F